[Ti].C(C)CC(CC(=O)OOC(C)(C)C)=O.C(C)CC(CC(=O)OOC(C)(C)C)=O di-tert-butoxy di(ethyl acetoacetate) titanium